BrC=1C=CC(=NC1)CNC=O N-[(5-bromopyridin-2-yl)methyl]formamide